BrC1=NC=C(C=C1)C1CCOCC1 2-bromo-5-(tetrahydro-2H-pyran-4-yl)pyridine